FC(C(F)(F)F)(OC1=C(C(=C(C(=C1[2H])[2H])OB(O)O)[2H])[2H])F (4-(perfluoroethoxy)phenyl-2,3,5,6-d4)boric acid